Ethyl (S)-3-(2'-(benzyloxy)-4-fluoro-4',6'-dimethyl-5-(trifluoromethyl)-[1,1'-biphenyl]-3-yl)-3-((tert-butoxycarbonyl)amino)propanoate C(C1=CC=CC=C1)OC1=C(C(=CC(=C1)C)C)C1=CC(=C(C(=C1)C(F)(F)F)F)[C@H](CC(=O)OCC)NC(=O)OC(C)(C)C